(R)-N-(3-(1-((2-amino-5-chloropyridin-3-yl)oxy)ethyl)phenyl)-3-(methylsulfonyl)-4-(trifluoromethyl)benzamide NC1=NC=C(C=C1O[C@H](C)C=1C=C(C=CC1)NC(C1=CC(=C(C=C1)C(F)(F)F)S(=O)(=O)C)=O)Cl